C(C)NC(=O)C=1C(=C(C(=CC1CCCCC)O)C1=CC(=CC=C1)C)O N-ethyl-2,6-dihydroxy-3'-methyl-4-pentyl-[1,1'-biphenyl]-3-carboxamide